The molecule is an amino trisaccharide in which two galactose residues, linked alpha(1->4), are linked beta(1->3) to an N-acetylgalactosamine residue. It is an amino trisaccharide and a galactosamine oligosaccharide. CC(=O)N[C@@H]1[C@H]([C@H]([C@H](O[C@@H]1O)CO)O)O[C@H]2[C@@H]([C@H]([C@H]([C@H](O2)CO)O[C@@H]3[C@@H]([C@H]([C@H]([C@H](O3)CO)O)O)O)O)O